(1R,5S,6S)-6-(3-Isopropylphenyl)-3-azabicyclo[3.1.0]hexane C(C)(C)C=1C=C(C=CC1)C1[C@@H]2CNC[C@H]12